5-[3-(1H-imidazol-5-yl)-7-(trifluoromethyl)imidazo[1,2-a]pyrimidin-2-yl]-3-methyl-1H-1,2,4-triazole N1C=NC=C1C1=C(N=C2N1C=CC(=N2)C(F)(F)F)C2=NC(=NN2)C